(1R,3R)-1-[2,6-difluoro-4-[(E)-3-[3-(fluoromethyl)azetidin-1-yl]prop-1-enyl]phenyl]-2-(2-fluoro-2-methyl-propyl)-3-methyl-1,3,4,9-tetrahydropyrido[3,4-b]indole FC1=C(C(=CC(=C1)\C=C\CN1CC(C1)CF)F)[C@H]1N([C@@H](CC2=C1NC1=CC=CC=C21)C)CC(C)(C)F